NC=1C=C2CN(C(C2=CC1N1CCOCC1)=O)C1CCN(CC1)C(=O)OC(C)(C)C tert-butyl 4-(5-amino-6-morpholino-1-oxoisoindolin-2-yl)piperidine-1-carboxylate